(E)-3-((dimethylamino)methylene)-5-methylpiperidine-2,4-dione CN(C)\C=C/1\C(NCC(C1=O)C)=O